C(C)OC(=O)C=1OC(=NN1)C1=CC=C(C=C1)C1=CC=C(C=C1)Cl 5-(4'-chloro-[1,1'-biphenyl]-4-yl)-1,3,4-oxadiazole-2-carboxylic acid ethyl ester